4-[Hydroxy-(sulfino)-methyl]-benzoic acid OC(C1=CC=C(C(=O)O)C=C1)S(=O)O